N.[C] carbon-ammonia salt